Tert-butyl 3-[5-[2-[5-[(4,4-difluoro-6,7-dihydro-5H-pyrazolo[1,5-a]pyridin-2-yl)carbamoyl]-2-methyl-phenyl]ethynyl]-3-pyridyl]pyrrolidine-1-carboxylate FC1(C=2N(CCC1)N=C(C2)NC(=O)C=2C=CC(=C(C2)C#CC=2C=C(C=NC2)C2CN(CC2)C(=O)OC(C)(C)C)C)F